C(#N)CCNC(C)=O N-(2-cyanoethyl)acetamide